CN(CCCNC(OC1=CC=C(C=C1)C1=C(C=C2C(=N1)N(N=C2NC(=O)C=2C=NSC2)CCCC(C)C)Cl)=O)C 4-(5-chloro-3-(isothiazole-4-carboxamido)-1-(4-methylpentyl)-1H-pyrazolo[3,4-b]pyridin-6-yl)phenyl (3-(dimethylamino)propyl)carbamate